C(C)C=1C(NC=2C=C(C=NC2C1)CN1C[C@H](N(CC1)C=1C=CC(=NC1)C(=O)NC([2H])([2H])[2H])C)=O (R)-5-(4-((7-ethyl-6-oxo-5H-1,5-naphthyridin-3-yl)methyl)-2-methylpiperazin-1-yl)-N-(methyl-d3)pyridine-2-carboxamide